3-(1-oxo-5-(5-phenyl-1H-imidazol-1-yl)isoindolin-2-yl)piperidine-2,6-dione O=C1N(CC2=CC(=CC=C12)N1C=NC=C1C1=CC=CC=C1)C1C(NC(CC1)=O)=O